ClC1=CC2=C(N=C(O2)N[C@@H](C)C=2C(=NC=C(N2)C2CC2)C2=CC=C(C=N2)C#N)C=C1C(F)(F)F 6-[3-[(1S)-1-[[6-chloro-5-(trifluoromethyl)-1,3-benzoxazol-2-yl]amino]ethyl]-5-cyclopropyl-pyrazin-2-yl]pyridine-3-carbonitrile